9-methoxythieno[2,3-c]isoquinolone COC=1C=2C3=C(N=CC2C=CC1)S(C=C3)=O